Cl.C12CN(CC(CC1)N2)C2=NC(=C(C=1CN(CCC21)C2=CC(=CC1=CC=CC=C21)O)C#N)OC[C@H]2N(CCC2)C 1-(3,8-Diazabicyclo[3.2.1]oct-3-yl)-6-(3-hydroxynaphthalen-1-yl)-3-(((S)-1-methylpyrrolidin-2-yl)methoxy)-5,6,7,8-tetrahydro-2,6-naphthyridine-4-carbonitrile hydrochloride